N-(5-((4-((1H-pyrazol-1-yl)methyl)benzyl)oxy)pyridazin-3-yl)-2'-oxospiro[cyclopropane-1,3'-indoline]-2-carboxamide N1(N=CC=C1)CC1=CC=C(COC=2C=C(N=NC2)NC(=O)C2CC23C(NC2=CC=CC=C32)=O)C=C1